ClC=1C=C(OC2=NC=C(C=N2)B2OC(C(O2)(C)C)(C)C)C=CC1 2-(3-chlorophenoxy)-5-(4,4,5,5-tetramethyl-1,3,2-dioxaborolan-2-yl)pyrimidine